NC1=NC=2C=CC=CC2C2=C1N=CN2[C@H](C)C(CC)(O)CC (2R)-2-(4-aminoimidazo[4,5-c]quinolin-1-yl)-3-ethyl-pentan-3-ol